C(C(C)C)(=O)OCC(CN1CCC(CC1)NC1=C2C=C(N(C2=CC=C1)CC(F)(F)F)I)O 2-hydroxy-3-(4-((2-iodo-1-(2,2,2-trifluoroethyl)-1H-indol-4-yl)amino)piperidin-1-yl)propyl isobutyrate